NC1=C(C(=CC=C1)C)C=1C(=CC=CC1)C#N 2'-amino-6'-methyl-[1,1'-biphenyl]-2-carbonitrile